C(C)N=C=NCCCN(C)C 1-ethyl-(dimethylaminopropyl)-carbodiimide